C(C1=CC=CC=C1)NC(CCCC[N+](C)(\C=C\COC(=O)OCC1=CC=CC=C1)[O-])=O (E)-5-(benzylamino)-N-(3-(((benzyloxy)carbonyl)oxy)prop-1-en-1-yl)-N-methyl-5-oxopentan-1-amine oxide